TERT-BUTYL 3-(4-((2,4-DIMETHOXYBENZYL)AMINO)-3-IODO-1H-PYRAZOLO[3,4-D]PYRIMIDIN-1-YL)AZETIDINE-1-CARBOXYLATE COC1=C(CNC2=C3C(=NC=N2)N(N=C3I)C3CN(C3)C(=O)OC(C)(C)C)C=CC(=C1)OC